ONC(=O)C=1C(C=C2N([C@@H](CC=3C=C(C(=NC23)OC)OCCCOC)C(C)C)C1)=O (6S)-N-hydroxy-6-isopropyl-2-methoxy-3-(3-methoxypropoxy)-10-oxo-5h,6h-pyrido[1,2-h]1,7-naphthyridine-9-carboxamide